3-(4-amino-2-(pyridin-2-ylmethyl)-7-(pyrimidin-4-yl)-2H-[1,2,3]triazolo[4,5-c]pyridin-6-yl)benzonitrile NC1=NC(=C(C=2C1=NN(N2)CC2=NC=CC=C2)C2=NC=NC=C2)C=2C=C(C#N)C=CC2